N[C@H](C(=O)OCN1N=C(C(=C1C)C1=CC=C(C=C1)NC([C@H](C(C1CC1)C1CC1)NC(=O)C=1N(N=CC1)C(C)C)=O)C)C(C)C [4-[4-[[(2S)-3,3-dicyclopropyl-2-[(2-isopropylpyrazole-3-carbonyl)amino]propanoyl]amino]phenyl]-3,5-dimethyl-pyrazol-1-yl]methyl (2S)-2-amino-3-methyl-butanoate